C(C)OC(CNC(=O)OCC)=O ethoxycarbonylglycine ethyl ester